ClC1=CC=C(C=C1)C(CNC(=O)[C@H]1N(C[C@@H](C1)O)C([C@H](C(C)(C)C)N1N=NC(=C1)C1CC1)=O)CN(C)C (2S,4R)-N-[2-(4-chlorophenyl)-3-(dimethylamino)propyl]-1-[(2S)-2-(4-cyclopropyltriazol-1-yl)-3,3-dimethyl-butanoyl]-4-hydroxy-pyrrolidine-2-carboxamide